dimethylsilyl-(tetramethylcyclopentadienyl)(3-phenylindenyl)zirconium dichloride [Cl-].[Cl-].C[SiH](C)[Zr+2](C1C=C(C2=CC=CC=C12)C1=CC=CC=C1)C1(C(=C(C(=C1)C)C)C)C